(3S,4S)-1-Cyclopentyl-4-{[5-(2,4-difluoro-phenyl)-isoxazole-3-carbonyl]-amino}-piperidine-3-carboxylic acid [1-methyl-1-(1-methyl-1H-pyrazol-4-yl)-ethyl]-amide CC(C)(C=1C=NN(C1)C)NC(=O)[C@H]1CN(CC[C@@H]1NC(=O)C1=NOC(=C1)C1=C(C=C(C=C1)F)F)C1CCCC1